CC1(CC(=NN1C(C)=O)C1=CC2=C(OCCO2)C=C1)CC(=C)C 1-(5-methyl-5-(2-methylallyl)-3-(2,3-dihydrobenzo[b]dioxin-6-yl)-4,5-dihydro-1H-pyrazol-1-yl)-1-ethanone